BrC1=CC=C(C(=C1NC(=O)C1=CN=C(S1)NC1=NN(C=C1)CC(N1CCCC1)=O)C)O N-(6-Bromo-3-hydroxy-2-methyl-phenyl)-2-[[1-(2-oxo-2-pyrrolidin-1-yl-ethyl)pyrazol-3-yl]amino]thiazole-5-carboxamide